1-mercapto-ethane sodium [Na].SCC